C(C)(C)[Si](C(C)C)(C(C)C)C#CC=1C2=CC=CC=C2C(=C2C=CC=CC12)C#C[Si](C(C)C)(C(C)C)C(C)C bis[(triisopropylsilyl)ethynyl]anthracene